1,2-di-dodecanoyl-sn-glycero-3-phosphorylcholine C(CCCCCCCCCCC)(=O)OC[C@@H](OC(CCCCCCCCCCC)=O)COP(=O)(O)OCC[N+](C)(C)C